FC1=C(C=CC(=C1)C(F)(F)F)NC(=O)C1C(C(CC(C1)OC[C@@H]1COCC1)C1=CC=C(C=C1)NC)C(=O)O 2-((2-fluoro-4-(trifluoromethyl)phenyl)carbamoyl)-6-(4-(methylamino)phenyl)-4-(((S)-tetrahydrofuran-3-yl)methoxy)cyclohexane-1-carboxylic acid